(1R,3R)-N-(4-(2-(4-bromophenyl)but-3-yn-2-yl)thiazol-2-yl)-3-(hydroxymethyl)cyclobutanecarboxamide BrC1=CC=C(C=C1)C(C)(C#C)C=1N=C(SC1)NC(=O)C1CC(C1)CO